4,5-dihydroimidazol N1C=NCC1